(S)-5-bromo-2-(1-cyclopropylethyl)-7-(ethyl-(4-methoxybenzyl)amino)isoindolin-1-one niobium tungsten molybdenum titanium [Ti].[Mo].[W].[Nb].BrC=1C=C2CN(C(C2=C(C1)N(CC1=CC=C(C=C1)OC)CC)=O)[C@@H](C)C1CC1